C(C)NC1=NC(=CC(=C1)C1=C(C=C(C#N)C=C1)C1=NN=CN1C)N1C(C2=CC(=CC(=C2C1)C(F)(F)F)CNCCOC)=O 4-[2-(ethylamino)-6-(6-{[(2-methoxyethyl)amino]methyl}-1-oxo-4-(trifluoromethyl)-3H-isoindol-2-yl)pyridin-4-yl]-3-(4-methyl-1,2,4-triazol-3-yl)benzonitrile